C(#N)C1CN(CC1)C(=O)NC12CC(C1)(C2)N2C=NC=1C2=C2C(=NC1)NC=C2 3-cyano-N-(3-(imidazo[4,5-d]pyrrolo[2,3-b]pyridin-1(6H)-yl)bicyclo[1.1.1]pentan-1-yl)pyrrolidine-1-carboxamide